5-(4-(bis(4-fluorophenyl)methyl)piperazin-1-yl)-1-tosyl-1H-indole-3-carbaldehyde FC1=CC=C(C=C1)C(N1CCN(CC1)C=1C=C2C(=CN(C2=CC1)S(=O)(=O)C1=CC=C(C)C=C1)C=O)C1=CC=C(C=C1)F